ClC1=NC2=CC=CC=C2C(=N1)N(C1=CC=CC=C1)CC1CCC1 2-chloro-N-(cyclobutylmethyl)-N-Phenylquinazolin-4-amine